CC1(C(C1(C)C)C(=O)OCC1=C(C(=CC(=C1F)F)F)C)C 2-methyl-3,5,6-trifluorobenzyl 2,2,3,3-tetramethylcyclopropanecarboxylate